2,2'-(4-methyl-4H-benzo[d][1,3]oxazine-2,4-diyl)bis(2-methylpropanenitrile) CC1(C2=C(N=C(O1)C(C#N)(C)C)C=CC=C2)C(C#N)(C)C